BrC=1C=CC=C2CCC(C12)(O)CC1=NC(=NC(=C1CO)Cl)SC 7-bromo-1-((6-chloro-5-(hydroxymethyl)-2-(methylthio)pyrimidin-4-yl)methyl)-2,3-dihydro-1H-inden-1-ol